O=C1NC(CCC1C=1C=CC(=NC1)N(C1CCN(CC1)C(=O)C1=CC=C(C(=O)O)C=C1)C)=O 4-(4-((5-(2,6-DIOXOPIPERIDIN-3-YL)PYRIDIN-2-YL)(METHYL)AMINO)PIPERIDINE-1-CARBONYL)BENZOIC ACID